N-(5-fluoropyridin-2-yl)-4-hydroxy-2-oxo-1,2,5,6-tetrahydropyridine-3-carboxamide FC=1C=CC(=NC1)NC(=O)C=1C(NCCC1O)=O